OC(C)(C)C1=CN=CS1 5-(2-hydroxypropan-2-yl)thiazole